(2e)-N-benzyldodec-2-en-1-imine oxide C(C1=CC=CC=C1)[N+](=C\C=C\CCCCCCCCC)[O-]